Cl.N[C@H]([C@H](CC1C(NC(N(C1=O)C1CCOCC1)=O)=O)F)C1=C(C=CC(=C1)Br)F 5-((2S,3S)-3-amino-3-(5-bromo-2-fluorophenyl)-2-fluoropropyl)-1-(tetrahydro-2H-pyran-4-yl)pyrimidine-2,4,6(1H,3H,5H)-trione hydrochloride